FC1=CC=C(OCC(=O)NC23CC(C(CC2)(CC3)C(=O)NCC3=CC=C(C=C3)C(F)(F)F)O)C=C1 4-[2-(4-fluorophenoxy)acetamido]-2-hydroxy-N-{[4-(trifluoromethyl)phenyl]methyl}bicyclo[2.2.2]octane-1-carboxamide